N-(2-aminoethyl)morpholineformamide NCCNC(=O)N1CCOCC1